C(C)(C)(C)OC(=O)N1CC(C1)C1=CC=C(C=C1)OC(C(F)(F)F)(C)C.C(C(=C)C)(=O)OCCOC1=CC=C(C=C1)C1(C2=CC=C(C=C2C=2C=CC=C(C12)OCCOC(C=CC)=O)C)C1=CC=C(C=C1)OCCOC(C(=C)C)=O 9,9-bis[4-(2-methacryloxyethoxy)phenyl]-3,6-dimethyl-acryloxyethoxyfluorene Tert-Butyl-3-(4-((1,1,1-trifluoro-2-methylpropan-2-yl)oxy)phenyl)azetidine-1-carboxylate